FC(C(=O)O)(F)F.C(C)(C)(C)C1CCN(CC1)C(=O)C1=CC(=NC=C1C1CC1)C(=O)N1CCC(CC1)(C#N)C1=CC=CC=C1 1-(4-(4-(tert-butyl)piperidine-1-carbonyl)-5-cyclopropylpicolinoyl)-4-phenylpiperidine-4-carbonitrile, 2,2,2-trifluoroacetate salt